2-bromo-5-(hydroxymethyl)benzoic acid methyl ester COC(C1=C(C=CC(=C1)CO)Br)=O